FC1(C2CN(CC12)C1=CC(=C(C=C1)CN1N=CC(=C1)C(=O)OCC)C)F Ethyl 1-[(4-{6,6-difluoro-3-azabicyclo[3.1.0]hexan-3-yl}-2-methylphenyl)methyl]-1H-pyrazole-4-carboxylate